FC1=CC=C(C=C1)N1N=CC2=CC(=CC=C12)N1CCC(CC1)S(=O)(=O)C=1C=NN(C1)C 1-(4-fluorophenyl)-5-(4-((1-methyl-1H-pyrazol-4-yl)sulfonyl)piperidin-1-yl)-1H-indazole